[4-(1-methylazetidine-3-sulfonyl)phenyl]Boric acid CN1CC(C1)S(=O)(=O)C1=CC=C(C=C1)OB(O)O